2-{1-[(4-Fluorophenyl)methyl]-5-oxopyrrolidin-2-yl}-2-oxoacetic Acid FC1=CC=C(C=C1)CN1C(CCC1=O)C(C(=O)O)=O